C(#N)C=1C=C(C=CC1F)NC(=O)C=1N2C(CCC2=C(C1C)C(C(=O)NC1(CC(C1)(F)F)C(NC)=O)=O)C N-(3-cyano-4-fluorophenyl)-7-(2-((3,3-difluoro-1-(methylcarbamoyl)cyclobutyl)amino)-2-oxoacetyl)-3,6-dimethyl-2,3-dihydro-1H-pyrrolizine-5-carboxamide